BrC1=CC=C(CC2=NN=CN2C)C=C1 (4-bromobenzyl)-4-methyl-4H-1,2,4-triazole